2-(6-(((1S,2S,3R,5R)-2-fluoro-9-methyl-9-azabicyclo[3.3.1]nonan-3-yl)oxy)pyridazin-3-yl)-5-(1H-imidazol-1-yl)phenol F[C@H]1[C@@H]2CCC[C@H](C[C@H]1OC1=CC=C(N=N1)C1=C(C=C(C=C1)N1C=NC=C1)O)N2C